OCC1(CCN(CC1)CC1=CC=C(C=C1)NC(C)=O)CCC1=CC=CC=C1 N-(4-((4-(hydroxymethyl)-4-phenethylpiperidin-1-yl)methyl)phenyl)acetamide